(4S)-7-(3,5-dimethylisoxazol-4-yl)-2-(4-phenylpiperazin-1-yl)-4-pyridin-2-yl-4,5-dihydroimidazo[1,5,4-de][1,4]benzoxazine CC1=NOC(=C1C1=CC=C2C=3N([C@H](COC31)C3=NC=CC=C3)C(=N2)N2CCN(CC2)C2=CC=CC=C2)C